COC(OC)(OC)N(C1=NC(=NC(=N1)N)N)CO trimethoxymethylmonomethylolmelamine